6-(1H-pyrazol-1-yl)nicotinic acid N1(N=CC=C1)C1=NC=C(C(=O)O)C=C1